5-(imidazo[1,2-b]pyridazin-6-yl)-N-(cis-4-methoxycyclohexyl)-7H-pyrrolo[2,3-d]pyrimidin-2-amine N=1C=CN2N=C(C=CC21)C2=CNC=1N=C(N=CC12)N[C@@H]1CC[C@@H](CC1)OC